C[C@@H]1N(CCCNC1)S(=O)(=O)C1=C2C(=CN=CC2=CC=C1)C (S)-(+)-2-methyl-1-[(4-methyl-5-isoquinolinyl)sulfonyl]-hexahydro-1H-1,4-diazepine